2-methanesulfonyl-7-oxo-8-phenyl-5-[2-(triisopropylsilyl)ethynyl]pyrido[2,3-d]pyrimidine-6-carbonitrile CS(=O)(=O)C=1N=CC2=C(N1)N(C(C(=C2C#C[Si](C(C)C)(C(C)C)C(C)C)C#N)=O)C2=CC=CC=C2